S1CNCC2=C1C=CC=C2 2,3-dihydro-4H-1,3-benzothiazine